2-[[3-(dimethylcarbamoyl)-6-(trifluoromethoxy)-4-quinolyl]amino]benzoic acid CN(C(=O)C=1C=NC2=CC=C(C=C2C1NC1=C(C(=O)O)C=CC=C1)OC(F)(F)F)C